2-(2-(cyclobutanesulfonylamino)pyrimidin-4-yl)-N-(5-(6-ethoxypyrazin-2-yl)pyridin-2-yl)-2-methylpropanamide C1(CCC1)S(=O)(=O)NC1=NC=CC(=N1)C(C(=O)NC1=NC=C(C=C1)C1=NC(=CN=C1)OCC)(C)C